2-[4-(tetramethyl-1,3,2-dioxaborolan-2-yl)phenyl]acetic acid CC1(C(OB(O1)C1=CC=C(C=C1)CC(=O)O)(C)C)C